COC(=O)C1=CC(=C2CCN(C(C2=C1)=O)C1C=2C=C(C(=NC2CCC1)C)OC)OS(=O)(=O)C(F)(F)F.OC1=CC=C(C=C1)\C=C\C(=O)C1=CC=C(C=C1)C 4-hydroxy-4'-methyl-chalcone methyl-2-(3-methoxy-2-methyl-5,6,7,8-tetrahydroquinolin-5-yl)-1-oxo-5-(((trifluoromethyl)sulfonyl)oxy)-1,2,3,4-tetrahydroisoquinoline-7-carboxylate